FC(C(=O)O)(F)F.C1NCC12CC(C2)N2CC(C2)NC2=CC(=C(C(=O)N(C)C)C=C2)Cl 4-(1-(2-azaspiro[3.3]heptan-6-yl)azetidin-3-ylamino)-2-chloro-N,N-dimethylbenzamide, 2,2,2-trifluoroacetate salt